ClC=1C=CC(=C(C1)C1=CC(N(C=C1OC)C(C(=O)NC1=CC=C(S1)C(=O)NC1CC1)CCOC)=O)C1=CN=CO1 5-[(2-{4-[5-chloro-2-(1,3-oxazol-5-yl)phenyl]-5-methoxy-2-oxopyridin-1(2H)-yl}-4-methoxybutyryl)amino]-N-cyclopropylthiophene-2-carboxamide